3-(6-Fluoro-7-(hydroxymethyl)-2-methylquinolin-3-yl)piperidine-2,6-dione FC=1C=C2C=C(C(=NC2=CC1CO)C)C1C(NC(CC1)=O)=O